BrC=1C=C(C(=NC1)NS(=O)(=O)C1=CNC(=C1)C1=NC=CC=C1)OC N-(5-bromo-3-methoxy-2-pyridyl)-5-(2-pyridyl)-1H-pyrrole-3-sulfonamide